N-{4-[5-(Trifluoromethyl)-1,2,4-oxadiazol-3-yl]benzyl}cyclopropancarboxamid FC(C1=NC(=NO1)C1=CC=C(CNC(=O)C2CC2)C=C1)(F)F